borate-melamine N1=C(N)N=C(N)N=C1N.B(O)(O)O